[Ge].[As].[Si]=[Te] silicon telluride arsenic germanium